SCC(=O)NCCCCCNC(=O)C=1C=NC(=NC1)N1CCN(CC1)C1=CC=CC=C1 N-(5-(2-mercaptoacetylamino)pentyl)-2-(4-phenylpiperazin-1-yl)pyrimidine-5-carboxamide